C(C)(=O)NC(=O)C=1C(=C(C(=CC1CCCCC)O)C1C(CCC(=C1)C)C(=C)C)O N-acetyl-2,6-dihydroxy-5'-methyl-4-pentyl-2'-(prop-1-en-2-yl)-1',2',3',4'-tetrahydro-[1,1'-biphenyl]-3-carboxamide